{4-[(4-Chloro-3-fluorophenylamino)methyl]-2-fluorophenyl}carbamic acid ethyl ester C(C)OC(NC1=C(C=C(C=C1)CNC1=CC(=C(C=C1)Cl)F)F)=O